3-(ethylmethyleneamino)-N,N-dimethyl-propan-1-amine hydrochloride Cl.C(C)C=NCCCN(C)C